S1C=CC=2OC(C3=C(C21)SC=C3)=O dithieno[3,2-B:2',3'-D]pyran-5-one